(3R,5R)-5-fluoro-1-(4-(4-fluorophenyl)-2-(pyrimidin-4-yloxy)cyclopentyl)piperidin-3-ylcarbamic acid tert-butyl ester C(C)(C)(C)OC(N[C@H]1CN(C[C@@H](C1)F)C1C(CC(C1)C1=CC=C(C=C1)F)OC1=NC=NC=C1)=O